1-(6-(4-isopropyl-4H-1,2,4-triazol-3-yl)pyridin-2-yl)-3-(4-(tetrahydro-2H-pyran-4-ylamino)phenyl)imidazolidin-2-one C(C)(C)N1C(=NN=C1)C1=CC=CC(=N1)N1C(N(CC1)C1=CC=C(C=C1)NC1CCOCC1)=O